2-propylheptyl (4-methyl-2-propylhexyl) phthalate C(C=1C(C(=O)OCC(CC(CC)C)CCC)=CC=CC1)(=O)OCC(CCCCC)CCC